tert-butyl N-[2-(2-{[5-(4-aminophenyl)penta-2,4-diyn-1-yl]amino}ethoxy)ethyl]carbamate NC1=CC=C(C=C1)C#CC#CCNCCOCCNC(OC(C)(C)C)=O